tert-Butyl (4R,10aS)-4-methyl-2,3,4,6,7,9,10,10a-octahydro-1H-pyrazino[1,2-d][1,4]diazepine-8-carboxylate C[C@@H]1CNC[C@H]2N1CCN(CC2)C(=O)OC(C)(C)C